(4R,5S,7R,8R,9S,10R)-7-(hydroxymethyl)-4-(1H-1,2,3-triazol-1-yl)-9-(4-(3,4,5-trifluorophenyl)-1H-1,2,3-triazol-1-yl)-1,6-dioxaspiro[4.5]decane-8,10-diol OC[C@H]1O[C@@]2([C@@H](CCO2)N2N=NC=C2)[C@@H]([C@H]([C@H]1O)N1N=NC(=C1)C1=CC(=C(C(=C1)F)F)F)O